pyridocyclononan-3-one N=1CC(C=C2C1CCCCCCC2)=O